tert-Butyl 3-((2-((S)-((tert-butoxycarbonyl)amino)(4,4-difluorocyclohexyl)methyl)imidazo[1,2-b]pyridazin-7-yl)methyl)-2-oxo-5-(trifluoromethyl)pyrrolidine-1-carboxylate C(C)(C)(C)OC(=O)N[C@H](C=1N=C2N(N=CC(=C2)CC2C(N(C(C2)C(F)(F)F)C(=O)OC(C)(C)C)=O)C1)C1CCC(CC1)(F)F